(2e)-tetradecenoic acid methyl ester COC(\C=C\CCCCCCCCCCC)=O